ClC(C(F)(F)F)C=1C=CC(=NC1)N1N=CC(=C1)C1=C2C(=NC=C1)NC=N2 7-(1-(5-(1-chloro-2,2,2-trifluoroethyl)pyridin-2-yl)-1H-pyrazol-4-yl)-3H-imidazo[4,5-b]pyridine